N1C=NC(=C1C#N)C#N Imidazole-4,5-Dicarbonitrile